p-tert-butylphenylpropanal C(C)(C)(C)C1=CC=C(C=C1)C(C=O)C